C(C=C)(=O)N1CCN(CC1)CC1=CC=C(C=C1)[C@H](C)NC=1N=C(C2=C(N1)N(C(C=C2)=O)C(C)C)N(C)C 2-{[(1S)-1-{4-[(4-acryloylpiperazin-1-yl)methyl]phenyl}ethyl]amino}-4-(dimethylamino)-8-(propan-2-yl)pyrido[2,3-d]pyrimidin-7(8H)-one